(3R)-3-(bromomethyl)-N-[(1S)-1-carbamoylpropyl]hexanamide BrC[C@@H](CC(=O)N[C@@H](CC)C(N)=O)CCC